3-nonylaniline C(CCCCCCCC)C=1C=C(N)C=CC1